2-[(2R,3R,4R)-3-amino-2-(4-methylphenyl)-2,3,4,9-tetrahydro-1H-carbazol-4-yl]ethan-1-ol N[C@@H]1[C@H](CC=2NC3=CC=CC=C3C2[C@H]1CCO)C1=CC=C(C=C1)C